ClC=1C=C(C(=C(C1)C1=NC=C(C=C1F)F)C=C)F 2-(5-chloro-2-ethenyl-3-fluorophenyl)-3,5-difluoropyridine